NC=1N=C(N(C(C1SC=1C(=NC=CC1)C(F)(F)F)=O)C)N1CCC2(CC1)OC1=C([C@H]2N[S@](=O)C(C)(C)C)C=CC=C1 (R)-N-((R)-1'-(4-amino-1-methyl-6-oxo-5-((2-(trifluoromethyl)pyridine-3-yl)sulfenyl)-1,6-dihydropyrimidin-2-yl)-3H-spiro[benzofuran-2,4'-piperidine]-3-yl)-2-methylpropane-2-sulfinamide